N-{4-[(3-amino-4-{[(2R)-1,4-dioxan-2-yl]methoxy}-6-fluoropyridin-2-yl)ethynyl]pyridin-2-yl}acetamide NC=1C(=NC(=CC1OC[C@@H]1OCCOC1)F)C#CC1=CC(=NC=C1)NC(C)=O